COC1=CC=C2C(=N1)C1C(OC2=O)CCC1 2-Methoxy-7,8,9,9a-tetrahydrocyclopenta[5,6]pyrano[4,3-b]pyridin-5(6aH)-one